6-(1-(4-fluorophenyl)ethyl)-5-((2-(pyrrolidin-1-yl)ethyl)amino)pyrazine-2-carboxamide FC1=CC=C(C=C1)C(C)C1=C(N=CC(=N1)C(=O)N)NCCN1CCCC1